C(C)(=O)NC=1C=C(CNC(OCCC=2C(OC3=CC(=CC=C3C2C)N(CC)CC)=O)=O)C=CC1 2-(7-(diethylamino)-4-methyl-2-oxo-2H-chromen-3-yl)ethyl (3-acetamidobenzyl)carbamate